ClC=1C=C2C(C[C@@H](OC2=CC1)C(=O)NC12CC(C1)(C2)C(=O)O)=O (R)-3-(6-chloro-4-oxochroman-2-carboxamido)bicyclo[1.1.1]pentane-1-carboxylic acid